6-(6-((2S,6R)-2,6-dimethylmorpholino)imidazo[1,2-b]pyridazin-3-yl)benzo[d]oxazole C[C@@H]1O[C@@H](CN(C1)C=1C=CC=2N(N1)C(=CN2)C2=CC1=C(N=CO1)C=C2)C